(6S)-6-methyl-4-(4-(6-methyl-1-(tetrahydro-2H-pyran-2-yl)-5-(trifluoromethyl)-1H-indazol-4-yl)-7-(methylthio)thieno[2,3-d:4,5-d']dipyrimidin-9-yl)-1,4-oxazepan-6-ol C[C@@]1(CN(CCOC1)C=1C2=C(N=C(N1)SC)SC1=C2N=CN=C1C1=C2C=NN(C2=CC(=C1C(F)(F)F)C)C1OCCCC1)O